2-phenylimidazo[1,2-a]pyridine-8-carboxamide C1(=CC=CC=C1)C=1N=C2N(C=CC=C2C(=O)N)C1